OC1(CCC1)C1=CC(=NN1CCOC1OCCCC1)S(=O)(=O)N(CC1=CC=C(C=C1)OC)CC1=CC=C(C=C1)OC 5-(1-hydroxycyclobutyl)-N,N-bis(4-methoxybenzyl)-1-(2-((tetrahydro-2H-pyran-2-yl)oxy)ethyl)-1H-pyrazole-3-sulfonamide